OC1=NC=C(C=N1)C(=O)N1CCN(CC1)C1=NC=C(C=N1)C(F)(F)F (2-hydroxypyrimidin-5-yl)(4-(5-(trifluoromethyl)pyrimidin-2-yl)piperazin-1-yl)methanone